[Rb].[Ba].[Se].B(Br)(Br)Br boron bromide selenium barium rubidium